(6aR,8S)-N-(3-chloro-2,4-difluorobenzyl)-8,11-dihydroxy-1,10-dioxo-1,3,4,5,6,7,8,10-octahydro-2,6a-methano[1,4]diazonino[9,1,2-cd]indolizine-9-carboxamide ClC=1C(=C(CNC(=O)C=2C(C(=C3N4[C@@]5(C[C@@H](C24)O)CCCCN(C3=O)C5)O)=O)C=CC1F)F